N'-hydroxy-5-methylpyridineformamidine ON=C(N)C1=NC=C(C=C1)C